(R)-5-benzyl-N-(2-methyl-5-oxo-2,4,5,6,7,8-hexahydropyrazolo[4,3-b]azepin-6-yl)-4H-1,2,4-triazole-3-carboxamide C(C1=CC=CC=C1)C=1NC(=NN1)C(=O)N[C@@H]1CCC=2C(NC1=O)=CN(N2)C